C(CCCCCCC)C(C(=O)OCCCCCCCNCCCCCOC(CCCCCCCCCCC)=O)CCCCCCCC 7-(5-dodecanoyloxypentylamino)heptyl 2-octyldecanoate